(3-(5-Fluoropyrimidin-2-yl)-4-methoxy-5-nitrophenyl)methanol FC=1C=NC(=NC1)C=1C=C(C=C(C1OC)[N+](=O)[O-])CO